2-(3-(1-acetylpiperidin-4-yl)-5'-fluoro-1'-methyl-1H,1'H-[4,6'-biindazol]-1-yl)-N-((5-ethyloxazol-2-yl)methyl)acetamide C(C)(=O)N1CCC(CC1)C1=NN(C=2C=CC=C(C12)C1=C(C=C2C=NN(C2=C1)C)F)CC(=O)NCC=1OC(=CN1)CC